difluoros-triazine FC1=NC(=NC=N1)F